eugenolideAL C1(=C([O-])C(=CC(CC=C)=C1)C=O)OC